(S)-4-((4-(2-chlorothiophen-3-yl)-2-(4-(methoxycarbonyl)phenyl)piperidin-1-yl)methyl)-5-Methoxy-7-methyl-1H-indole-1-carboxylic acid tert-butyl ester C(C)(C)(C)OC(=O)N1C=CC2=C(C(=CC(=C12)C)OC)CN1[C@@H](CC(CC1)C1=C(SC=C1)Cl)C1=CC=C(C=C1)C(=O)OC